NC1=C2C(=NC=N1)N(N=C2CC)C(C)C2=NN(C1=CC(=CC=C21)Cl)C2=CC=C(C(=O)N)C=C2 4-(3-(1-(4-amino-3-ethyl-1H-pyrazolo[3,4-d]pyrimidin-1-yl)ethyl)-6-chloro-1H-Indazol-1-yl)benzamide